CBZ-carboxylic acid C(=O)(OCC1=CC=CC=C1)C(=O)O